ClC1=C(C=C(C(=C1)F)N1C(N(C(=CC1=O)C(F)(F)F)C)=O)SC(C(=O)NCCC(=O)OC)C methyl N-[2-[[2-chloro-5-[3,6-dihydro-3-methyl-2,6-dioxo-4-(trifluoromethyl)-1(2H)-pyrimidinyl]-4-fluorophenyl]thio]-1-oxopropyl]-(β-alaninate)